hydroxypropyl octadecyl ether C(CCCCCCCCCCCCCCCCC)OCCCO